FC1=CC(=C(C=C1F)[C@H]1C(O[C@]([C@H]1C)(C(F)(F)F)C)=O)OC (3S,4S,5R)-3-(4,5-difluoro-2-methoxyphenyl)-4,5-dimethyl-5-(trifluoromethyl)dihydrofuran-2(3H)-one